C(C)(C)(C)N1CCC(CC1)C1=CC=C(C=C1)N tert-butyl-4-(4-aminophenyl)piperidine